C(C)O[Si](CCCSSCCC[Si](OCC)(OCC)OCC)(OCC)OCC bis[3-(triethoxysilyl)propyl] disulphide